3-(6-((3R,4R)-4-((3,9-diazaspiro[5.5]undecan-3-yl)methyl)-3-methylpiperidin-1-yl)-5-fluoro-1-methyl-1H-indazol-3-yl)piperidine-2,6-dione C1CN(CCC12CCNCC2)C[C@H]2[C@H](CN(CC2)C2=C(C=C1C(=NN(C1=C2)C)C2C(NC(CC2)=O)=O)F)C